BrC1=NN(C(=N1)OC1=CC=C(C=C1)F)C(C)C 3-bromo-5-(4-fluorophenoxy)-1-(prop-2-yl)-1H-1,2,4-triazole